IC1=CC=C(C[C@@H](N)C(=O)O)C=C1 4-iodo-D-phenylalanine